tert-butyl 2-{[1-oxo-6-(4,4,5,5-tetramethyl-1,3,2-dioxaborolan-2-yl)-2,3-dihydro-1H-isoindol-2-yl]methyl}pyrrolidine-1-carboxylate O=C1N(CC2=CC=C(C=C12)B1OC(C(O1)(C)C)(C)C)CC1N(CCC1)C(=O)OC(C)(C)C